C1(=CC=CC=C1)C=1N=C2N(C=CC=C2)C1C(=O)O 2-Phenylimidazo[1,2-a]-pyridine-3-carboxylic acid